(5-(2-chloroacetamido)-2-methylpyridin-3-yl)-2-(1-methyl-1H-pyrazol-4-yl)pyrazolo[5,1-b]Thiazole-7-carboxamide ClCC(=O)NC=1C=C(C(=NC1)C)C=1N2C(SC1C=1C=NN(C1)C)=C(C=N2)C(=O)N